ClC1=C(C=CC2=C1C(=NC(C(N2)=O)C)C2=C(C=CC(=C2)OC)F)I 6-chloro-5-(2-fluoro-5-methoxy-phenyl)-7-iodo-3-methyl-1,3-dihydro-1,4-benzodiazepin-2-one